4-chlorophenyl-3-[(2-phenylacetyl)amino]thiourea ClC1=CC=C(C=C1)NC(=S)NNC(CC1=CC=CC=C1)=O